6-bromo-5-methoxy-1-(oxetan-3-yl)-1H-benzo[d]imidazole BrC=1C(=CC2=C(N(C=N2)C2COC2)C1)OC